2-(pyridin-4-yl)ethanol N1=CC=C(C=C1)CCO